ethyldithiodibutanoic acid C(C)C(C(=O)O)CCSSCCCC(=O)O